NC1(CCC1)C(=O)NC(C(NC=1SC2=C(N1)C=CC(=C2)OC(F)(F)F)=O)(C)C 1-amino-N-(2-methyl-1-oxo-1-((6-(trifluoromethoxy)benzo[d]thiazol-2-yl)amino)propan-2-yl)cyclobutane-1-carboxamide